OC1CC(CC1)NC1=C2C(=NC=C1C(=O)OCCC)NC=C2 propyl 4-((3-hydroxycyclopentyl)amino)-1H-pyrrolo[2,3-b]pyridine-5-carboxylate